CC1=C(OC2=CC(=CC(=C2C1=O)O)O)C3=CC(=C(C=C3)O)O The molecule is a tetrahydroxyflavone having the hydroxy groups are located at positions 3', 4', 5 and 7 as well as an additional methyl substituent at position 3. It is a tetrahydroxyflavone and a 3'-hydroxyflavonoid.